[Ge]=O.[Ga] gallium germanium oxide